C1(CCC1)NC1(CN(CC1)C=1N=NC(=CC1)C1=C(C=C(C=C1)C1=CN=C(S1)C)OCOC)C N-cyclobutyl-1-{6-[2-(methoxymethoxy)-4-(2-methyl-1,3-thiazol-5-yl)phenyl]pyridazin-3-yl}-3-methylpyrrolidin-3-amine